3-{[(5-bromo-2-iodopyridin-3-yl)oxy]methyl}-5-fluorobenzonitrile BrC=1C=C(C(=NC1)I)OCC=1C=C(C#N)C=C(C1)F